Tert-Butyl 3-(4-cyanophenyl)azetidine-1-carboxylate C(#N)C1=CC=C(C=C1)C1CN(C1)C(=O)OC(C)(C)C